2-(6-Hydroxy-2-azaspiro[3.3]heptan-2-yl)-1,3-benzoxazole OC1CC2(CN(C2)C=2OC3=C(N2)C=CC=C3)C1